C(N)(=O)[C@@H]1C[C@@H](N(C1)C(=O)OC(C)(C)C)C1=C(C(=CC=C1OCOC)Cl)Cl tert-butyl (2R,4R)-4-carbamoyl-2-[2,3-dichloro-6-(methoxymethoxy) phenyl]pyrrolidine-1-carboxylate